[C].SC[C@@H](O)[C@H](O)CS dithiothreitol carbon